2,3-dimethylbenzimidazole CC=1N(C2=C(N1)C=CC=C2)C